tetramethyl-piperidinol CC1(CCCN(C1(C)C)O)C